FC1=C2C(=NC(N(C2=CC=C1)C([2H])([2H])[2H])=O)N1CCCC2=C(C=CC=C12)C#CC1(CC1)C(F)(F)F 5-fluoro-1-(trideuteriomethyl)-4-[5-[2-[1-(trifluoromethyl)cyclopropyl]ethynyl]-3,4-dihydro-2H-quinolin-1-yl]quinazolin-2-one